C[N+](CCC[Si](OC)(OC)OC)(CCCCCCCCCCCCCCCC)C dimethyl-hexadecyl-(3-trimethoxysilyl-propyl)-ammonium